CC1=C(C=CC(=C1)[N+](=O)[O-])N1CCC2(CC1)CCN(CC2)CC2CCNCC2 3-(2-methyl-4-nitrophenyl)-9-(piperidin-4-ylmethyl)-3,9-diazaspiro[5.5]undecane